ClC=1C=CC=2N(C(N=CC2N1)=O)C 6-chloro-1-methylpyrido[3,2-d]pyrimidin-2(1H)-one